C([O-])([O-])=O.[K+].ClC=1C=C2C(=NC1N1N=CC=N1)N(C=C2C(=O)C=2C=NN(C2C(F)(F)F)C2=CC=CN1C(C=CC=C21)=O)C.[K+] 9-{4-[5-chloro-1-methyl-6-(2H-1,2,3-triazol-2-yl)-1H-pyrrolo[2,3-b]pyridine-3-carbonyl]-5-(trifluoromethyl)-1H-pyrazol-1-yl}-4H-quinolizin-4-one Potassium carbonate